4-(chloromethyl)-N-[3-[3-(cyanomethyl)-1-(4-methyl-1,2,4-triazol-3-yl)cyclobutyl]phenyl]-7,7-difluoro-5,6-dihydrocyclopenta[b]pyridine-2-carboxamide ClCC1=C2C(=NC(=C1)C(=O)NC1=CC(=CC=C1)C1(CC(C1)CC#N)C1=NN=CN1C)C(CC2)(F)F